3-benzothiazinone S1NC(CC2=C1C=CC=C2)=O